methyl (S)-2-((tert-butoxycarbonyl)amino)-3-(6-(3-(3-hydroxy-2,2-dimethylpropyl)-2-(2-((S)-1-methoxyethyl)pyridin-3-yl)-1-(2,2,2-trifluoroethyl)-1H-indol-5-yl)pyridin-2-yl)propanoate C(C)(C)(C)OC(=O)N[C@H](C(=O)OC)CC1=NC(=CC=C1)C=1C=C2C(=C(N(C2=CC1)CC(F)(F)F)C=1C(=NC=CC1)[C@H](C)OC)CC(CO)(C)C